15,15-dimethoxy-3,5-pentadecadiene COC(CCCCCCCCC=CC=CCC)OC